[SiH2]1NCCC1 2-aza-1-silacyclopentane